ClC=1C(=C(C#N)C=C(C1)C(C)(C)C1=CC=C(C=C1)O)OCC 3-chloro-2-ethoxy-5-(2-(4-hydroxyphenyl)propan-2-yl)benzonitrile